2-((5-(p-toluenesulfonyloxy)pentyl)oxy)ethyl acetate C(C)(=O)OCCOCCCCCOS(=O)(=O)C1=CC=C(C)C=C1